C(C)(C)(C)OC(NCCS(=O)(=N)C1=CC=C(C=C1)CC=1C(=NC=2N(C1N(C)C)N=CN2)C)=O tert-butyl(2-(4-((7-(dimethylamino)-5-methyl-[1,2,4]triazolo[1,5-a]pyrimidin-6-yl)methyl)phenylsulfonimidoyl) ethyl)carbamate